N-(2-(((1s,3s)-adamantan-1-yl)amino)-1-(1-ethylpiperidin-4-yl)-2-oxoethyl)-N-(pentadec-8-yl)palmitamide C12(CC3CC(CC(C1)C3)C2)NC(C(C2CCN(CC2)CC)N(C(CCCCCCCCCCCCCCC)=O)C(CCCCCCC)CCCCCCC)=O